methyl 8-(2-(tert-butyl)pyrimidin-5-yl)-7-cyano-6-oxo-3,4-dihydro-2H,6H-pyrimido[2,1-b][1,3]thiazine-3-carboxylate C(C)(C)(C)C1=NC=C(C=N1)C=1N=C2SCC(CN2C(C1C#N)=O)C(=O)OC